2-(4-(tert-butyl)phenyl)quinolin-4(1H)-one C(C)(C)(C)C1=CC=C(C=C1)C=1NC2=CC=CC=C2C(C1)=O